CC=1C(=NC=CC1OCC(F)(F)F)COC1=CC=C(C=N1)CC1=NOC(=C1)C=1C(=NC=CC1)N 3-(3-((6-((3-methyl-4-(2,2,2-trifluoroethoxy)pyridin-2-yl)methoxyl)pyridin-3-yl)methyl)isoxazol-5-yl)pyridin-2-amine